6-[4-(1-methylazetidin-3-yl)oxyphenyl]isoindolin-1-one CN1CC(C1)OC1=CC=C(C=C1)C1=CC=C2CNC(C2=C1)=O